(S)-2-ethoxybenzyl-3-hydroxy-3-phenylpropionate C(C)OC1=C(COC(C[C@@H](C2=CC=CC=C2)O)=O)C=CC=C1